N-(3-chloro-p-tolyl)-maleimide ClC=1C=C(C=CC1N1C(C=CC1=O)=O)C